2,4,7-trimethyl-4-(naphthalen-1-yl)octa-2,6-dienal CC(C=O)=CC(CC=C(C)C)(C1=CC=CC2=CC=CC=C12)C